FC1=C(OC2=CC=C(C=C2)C(=O)C2=CNC3=NC=C(C(=C32)N[C@H]3CO[C@@H](CC3)CO)OC)C=CC=C1 (4-(2-fluorophenoxy)phenyl)(4-(((3R,6S)-6-(hydroxymethyl)tetrahydro-2H-pyran-3-yl)amino)-5-methoxy-1H-pyrrolo[2,3-b]pyridin-3-yl)methanone